(3R)-3-(4-chlorophenyl)-2-[(5-chloropyridin-2-yl)methyl]-4-fluoro-6-[1-hydroxy-1-(1-methylpiperidin-4-yl)ethyl]-3-methoxy-2,3-dihydro-1H-isoindol-1-one ClC1=CC=C(C=C1)[C@@]1(N(C(C2=CC(=CC(=C12)F)C(C)(C1CCN(CC1)C)O)=O)CC1=NC=C(C=C1)Cl)OC